2-((3-phenylprop-2-yn-1-yl)oxy)acetophenone C1(=CC=CC=C1)C#CCOCC(=O)C1=CC=CC=C1